[W].[Th] Thorium Tungsten